C(CCC=CCCC)B([O-])[O-] 4-octeneboronate